2,2-dimethyl-1-((2R,5S)-2-methyl-5-(3-(4-methylpiperazin-1-yl)phenyl)piperazin-1-yl)propan-1-one CC(C(=O)N1[C@@H](CN[C@H](C1)C1=CC(=CC=C1)N1CCN(CC1)C)C)(C)C